4-(5-methyl-2-thienyl)-2-nitroaniline CC1=CC=C(S1)C1=CC(=C(N)C=C1)[N+](=O)[O-]